C1(=CC=CC=C1)C(=C[SiH2]OCC)C1=CC=CC=C1 diphenylvinyl-ethoxysilane